3-((7-(6-amino-4-methyl-3-(trifluoromethyl)pyridin-2-yl)-4-(3,8-diazabicyclo[3.2.1]octan-3-yl)-6-chloro-8-fluoroquinazolin-2-yl)oxy)-2,2-bis(hydroxymethyl)propanenitrile NC1=CC(=C(C(=N1)C1=C(C=C2C(=NC(=NC2=C1F)OCC(C#N)(CO)CO)N1CC2CCC(C1)N2)Cl)C(F)(F)F)C